4-fluorophenyl-1,3-diphenyl-1,4-dihydropyrano[2,3-c]pyrazole-5-carbonitrile FC1=CC=C(C=C1)C1C(=COC=2N(N=C(C21)C2=CC=CC=C2)C2=CC=CC=C2)C#N